O=C1NC(CCC1N1C(C2=CC=CC(=C2C1=O)OCC(=O)NCCCCCNC(OC(C)(C)C)=O)=O)=O tert-butyl (5-(2-((2-(2,6-dioxopiperidin-3-yl)-1,3-dioxoisoindolin-4-yl)oxy)acetamido)pentyl)carbamate